2-(2,6-difluorophenyl)-N-(1-((1r,4r)-4-morpholinocyclohexyl)-1H-pyrazol-4-yl)pyrazolo[1,5-a][1,3,5]triazin-4-amine FC1=C(C(=CC=C1)F)C1=NC=2N(C(=N1)NC=1C=NN(C1)C1CCC(CC1)N1CCOCC1)N=CC2